1-(tert-butyl) 2-methyl 4-acetoxy-4-ethynylpyrrolidine-1,2-dicarboxylate C(C)(=O)OC1(CC(N(C1)C(=O)OC(C)(C)C)C(=O)OC)C#C